BrC=1N=C2CCCN(C2=CC1)C(=O)OC(C)(C)C tert-butyl 6-bromo-3,4-dihydro-1,5-naphthyridine-1(2H)-carboxylate